N[C@@H](CCC(=O)N[C@@H](CSCC=C)C(=O)O)C(=O)O gamma-glutamyl-S-allyl-cysteine